N1C(=NC=C1)C=1C=C(C=CC1)NC(=O)C1C(=NN(C1=O)C1=CC=C(C=C1)C(F)(F)F)C N-(3-(1H-imidazol-2-yl)phenyl)-3-methyl-5-oxo-1-(4-(trifluoromethyl)phenyl)-4,5-dihydro-1H-pyrazole-4-carboxamide